FC=1C=C(OC2CN(C2)C2=CC=C(C=N2)C=2C=C(C=C3N=CC=NC23)NC(=O)C=2OC=CC2)C=CC1 N-(8-(6-(3-(3-fluorophenoxy)azetidin-1-yl)pyridin-3-yl)quinoxalin-6-yl)furan-2-carboxamide